Methyl 5-amino-2-(1-cyclopropyl-1H-pyrazol-4-yl)benzoate NC=1C=CC(=C(C(=O)OC)C1)C=1C=NN(C1)C1CC1